NC1=NC=NN2C1=C(C=C2C=2C=C(C(=NC2)OC)C(=O)NC2CN(CC2F)CC2=CC(=C(C=C2)F)C)C(F)(F)F 5-[4-amino-5-(trifluoromethyl)pyrrolo[2,1-f][1,2,4]triazin-7-yl]-N-{4-fluoro-1-[(4-fluoro-3-methylphenyl)methyl]pyrrolidin-3-yl}-2-methoxypyridine-3-carboxamide